6-chloro-5-cyclopropyl-N2-(2,6-difluoro-4-(methylsulfonyl)phenyl)-N4-(4-methoxybenzyl)-N2-methyl-N4-(5-methyl-1-(tetrahydro-2H-pyran-2-yl)-1H-pyrazol-3-yl)pyrimidine-2,4-diamine ClC1=C(C(=NC(=N1)N(C)C1=C(C=C(C=C1F)S(=O)(=O)C)F)N(C1=NN(C(=C1)C)C1OCCCC1)CC1=CC=C(C=C1)OC)C1CC1